C(C)(C)(C)C1CCC(CC1)O 4-T-Butyl-cyclohexanol